[Na+].C(C(O)C)(=O)[O-].[Na+].C(C(O)C)(=O)[O-] sodium lactate sodium salt